tungsten diselenium [Se].[Se].[W]